CC(C)(C#CC(C)(OOC(C)(C)C)C)OOC(C)(C)C 2,5-dimethyl-2,5-bis-(t-butylperoxy)-3-hexyne